FC=1C(=C2C(=NC1)NC=C2)C2(CC1CCC(C2)N1)O 3-(5-Fluoro-1H-pyrrolo[2,3-b]pyridin-4-yl)-8-azabicyclo[3.2.1]octan-3-ol